(S)-Tert-butyl (4-oxo-1,2,3,4-tetrahydronaphthalen-1-yl)carbamate O=C1CC[C@@H](C2=CC=CC=C12)NC(OC(C)(C)C)=O